C(C1=CC=C(C(=O)O)C=C1)(=O)O.C1(CCC(CC1)CO)CO 1,4-cyclohexanedimethanol terephthalate